N-((3S,4R)-3-fluoro-1-methylpiperidin-4-yl)-2-(3-((2-methoxy-4-(methylsulfonyl)phenyl)amino)prop-1-yn-1-yl)-3-vinylpyrazolo[1,5-a]pyridin-7-amine F[C@H]1CN(CC[C@H]1NC1=CC=CC=2N1N=C(C2C=C)C#CCNC2=C(C=C(C=C2)S(=O)(=O)C)OC)C